(3R)-4-[2-(1H-indol-4-yl)-6-(1-methylsulfonylcyclopropyl)pyrimidin-4-yl]-3-methylmorpholine N1C=CC2=C(C=CC=C12)C1=NC(=CC(=N1)N1[C@@H](COCC1)C)C1(CC1)S(=O)(=O)C